FC(CN1N=CC=2C1=CN=C(C2)[C@@H](C)N[S@](=O)C(C)(C)C)(C)F (R)-N-((R)-1-(1-(2,2-difluoropropyl)-1H-pyrazolo[3,4-c]pyridin-5-yl)ethyl)-2-methylpropan-2-sulfinamide